ClC1=C(OC2=CC=CC3=C2NC(=NS3(=O)=O)NCC3=CC(=CC=C3)C(F)(F)F)C=CC=C1 5-(2-chlorophenoxy)-3-((3-(trifluoromethyl)benzyl)amino)-4H-benzo[e][1,2,4]thiadiazine 1,1-dioxide